CC(CC(C)(OOC(C)(C)C)C)OC(=C(OC(CC(C)(C)OOC(C)(C)C)C)OC(CC(C)(C)OOC(C)(C)C)C)[SiH3] tri(1,3-dimethyl-3-t-butylperoxybutyloxy)vinyl-silane